2-(Piperazin-1-yl)benzaldehyde N1(CCNCC1)C1=C(C=O)C=CC=C1